O1C(CCC1)COC1=NC(=CC=N1)C1=CCOCCC1 2-[(oxolan-2-yl)methoxy]-6-(2,5,6,7-tetrahydrooxepin-4-yl)pyrimidine